COC1=CC(=NC=C1C#N)C1=NC(=CC=C1)OC 4,6'-dimethoxy-[2,2'-bipyridine]-5-carbonitrile